NC1=CC=C2C(=N1)CC[C@H]2NC([C@H](C)NC(=O)C=2NC=C(C2)C2=CC=C(C=C2)F)=O N-((S)-1-(((R)-2-amino-6,7-dihydro-5H-cyclopenta[b]pyridin-5-yl)amino)-1-oxopropan-2-yl)-4-(4-fluorophenyl)-1H-pyrrole-2-carboxamide